Silicon carbon oxide [C]=O.[Si]